C(C)(C)(C)OC(=O)N(C1C(CN(CC1)C(=O)OCC1=CC=CC=C1)F)C Benzyl 4-[tert-butoxycarbonyl(methyl)amino]-3-fluoro-piperidine-1-carboxylate